tert-butyl 4-[[3-amino-7-(2-fluoro-6-methyl-phenyl)-5-isoquinolyl]carbamoyl]piperidine-1-carboxylate NC=1N=CC2=CC(=CC(=C2C1)NC(=O)C1CCN(CC1)C(=O)OC(C)(C)C)C1=C(C=CC=C1C)F